CN(C1(CCOCC1)C(=O)N)CCOC1=CC=CC=C1 4-[methyl-(2-phenoxyethyl)amino]tetrahydropyran-4-carboxamide